tert-Butyl (2R,4S)-4-((tert-butyldiphenylsilyl)oxy)-2-(hydroxymethyl)pyrrolidin-1-carboxylate [Si](C1=CC=CC=C1)(C1=CC=CC=C1)(C(C)(C)C)O[C@H]1C[C@@H](N(C1)C(=O)OC(C)(C)C)CO